ClC=1C(=NC(=NC1)NC=1C=CC2=C(CC[C@H](CC2)N2CCCC2)C1)NC1=C(C=C(C(=O)N)C=C1)P(=O)(C)C (S)-4-((5-chloro-2-((7-(pyrrolidin-1-yl)-6,7,8,9-tetrahydro-5H-benzo[7]annulen-2-yl)amino)pyrimidin-4-yl)amino)-3-(dimethylphosphoryl)benzamide